1'-cyclopropyl-4-nitro-1'H-1,4'-biimidazole C1(CC1)N1C=NC(=C1)N1C=NC(=C1)[N+](=O)[O-]